N1=CNC2=NC=CC(=C21)C=2C=NN(C2)C2=CC=C(C=C2)CC#N (4-(4-(3H-imidazo[4,5-b]pyridin-7-yl)-1H-pyrazol-1-yl)phenyl)acetonitrile